C(CCCCCCCCCCCCCCCCC)OC(NC1=CC=CC=C1)=O N-phenylcarbamic acid octadecyl ester